(2R,4S)-N-((2S)-1-((2-amino-6,7-dihydro-5H-cyclopenta[b]pyridin-5-yl)amino)-1-oxopropan-2-yl)-4-(4-(tert-butyl)phenyl)piperidine-2-carboxamide NC1=CC=C2C(=N1)CCC2NC([C@H](C)NC(=O)[C@@H]2NCC[C@@H](C2)C2=CC=C(C=C2)C(C)(C)C)=O